BrC=1N=CC=2N(C1)C(=CN2)C2=NC=CC(=N2)Cl 6-bromo-3-(4-chloropyrimidin-2-yl)imidazo[1,2-a]pyrazine